COC=1C=C(C=CC1OC)C=C1C=C(C(C(=C1)C(C)(C)C)=O)C(C)(C)C 4-(3,4-dimethoxyphenyl)methylene-2,6-di-tert-butyl-2,5-cyclohexadiene-1-one